C(C)N1C[C@H](CCC1)C1=C(N=NC=C1)N [(3R)-1-ethyl-3-piperidyl]pyridazin-3-amine